3-(7-fluoro-4-oxo-3-phenyl-3,4-dihydro-phthalazin-1-yl)-N-methylbenzenesulfonamide FC1=CC=C2C(N(N=C(C2=C1)C=1C=C(C=CC1)S(=O)(=O)NC)C1=CC=CC=C1)=O